ethyl 2-(3-fluoro-2-methoxyphenyl)acetate FC=1C(=C(C=CC1)CC(=O)OCC)OC